3-(indolin-1-ylsulfonyl)-N-(2-morpholinophenyl)benzamide N1(CCC2=CC=CC=C12)S(=O)(=O)C=1C=C(C(=O)NC2=C(C=CC=C2)N2CCOCC2)C=CC1